1-((5-(1-((tert-butoxycarbonyl) amino) ethyl)-2-(3-(cyclopropylmethoxy)-4-(difluoromethoxy) phenyl) oxazol-4-yl) methyl)-2,4-difluorobenzoate C(C)(C)(C)OC(=O)NC(C)C1=C(N=C(O1)C1=CC(=C(C=C1)OC(F)F)OCC1CC1)CC1(C(=O)[O-])C(C=C(C=C1)F)F